monoepoxynaphthalene C=12C(=CC=C3C=CC=CC13)O2